C(\C=C\CCC)O 2-TRANS-2-HEXENOL